C(C)(C)(C)OC(N(C)CCOC1=C(C=CC=C1)C1=C(C(=CC=C1)CC1NCC(C1NS(=O)(=O)CF)C)F)=O [2-[2-[2-fluoro-3-[[3-(fluoromethylsulfonylamino)-4-methyl-pyrrolidin-2-yl]methyl]phenyl]phenoxy]ethyl]-N-methyl-carbamic acid tert-butyl ester